2-Amino-4-[4-(azetidin-3-yl)-6-chloro-8-fluoro-quinazolin-7-yl]-7-fluoro-benzothiophene-3-carbonitrile NC=1SC2=C(C1C#N)C(=CC=C2F)C2=C(C=C1C(=NC=NC1=C2F)C2CNC2)Cl